ClC1=C2C=CNC2=CC(=C1)NC1=NC2=C(N1)C=CC(=C2)C2CCC(CC2)C(F)(F)F N-(4-chloro-1H-indol-6-yl)-5-[4-(trifluoromethyl)cyclohexyl]-1H-1,3-benzodiazol-2-amine